FC1(CCN(CC1)C1=C(C=CC(=N1)N)S(=O)(=O)C)F 6-(4,4-difluoropiperidin-1-yl)-5-(methylsulfonyl)pyridin-2-amine